N-([1,1'-biphenyl]-4-yl)-[1,1':2',1''-terphenyl]-2-amine C1(=CC=C(C=C1)NC=1C(=CC=CC1)C=1C(=CC=CC1)C1=CC=CC=C1)C1=CC=CC=C1